C(CCCCCCCCCCCCCCCCC)(=O)[O-].C(CCCCCCCCCCCCCCCCC)(=O)[O-].C(CCCCCCCCCCCCCCCCC)[Sn+2]CCCCCCCCCCCCCCCCCC distearyltin distearate